1-({1-[4-(3-fluorophenoxy)-6-(trifluoromethyl)pyrimidin-2-yl]-4-hydroxypiperidin-4-yl}methyl)pyrrolidin-2-one FC=1C=C(OC2=NC(=NC(=C2)C(F)(F)F)N2CCC(CC2)(O)CN2C(CCC2)=O)C=CC1